(2R,4S)-1-((R)-2-amino-3,3-dimethylbutyryl)-4-hydroxy-N-(4-(4-Methylthiazol-5-yl)benzyl)pyrrolidine-2-carboxamide hydrochloride Cl.N[C@@H](C(=O)N1[C@H](C[C@@H](C1)O)C(=O)NCC1=CC=C(C=C1)C1=C(N=CS1)C)C(C)(C)C